FC1=C(OC=2C=C(C=CC2)CCCC(S(=O)(=O)[O-])P(=O)([O-])[O-])C=CC=C1 4-[3-(2-Fluorophenoxy)phenyl]-1-phosphonatobutane-1-sulfonate